tert-butyl (S)-3-((3-((3,5-dimethylbenzyl)amino)-4-oxo-4,6,7,8-tetrahydropyrrolo[1,2-a]pyrimidine-6-carboxamido)methyl)-5,7-dihydro-6H-pyrrolo[3,4-b]pyridine-6-carboxylate CC=1C=C(CNC2=CN=C3N(C2=O)[C@@H](CC3)C(=O)NCC=3C=C2C(=NC3)CN(C2)C(=O)OC(C)(C)C)C=C(C1)C